BrC1=CN=C(C2=CC=CC=C12)NC1[C@H]2CN(C[C@@H]12)C(=O)OC(C)(C)C tert-butyl (1S,5R)-6-[(4-bromo-1-isoquinolyl)amino]-3-azabicyclo[3.1.0]hexane-3-carboxylate